benzyloxyphenyl-boric acid C(C1=CC=CC=C1)OC1=C(C=CC=C1)OB(O)O